C1CC12CN(CC2)CC2=CC(=C1CNC(C1=C2)=O)C(F)(F)F 6-{5-azaspiro[2.4]heptan-5-ylmethyl}-4-(trifluoromethyl)-2,3-dihydroisoindol-1-one